2-(3-(8-oxa-3-azabicyclo[3.2.1]octan-3-yl)propyl)isoindoline-1,3-dione C12CN(CC(CC1)O2)CCCN2C(C1=CC=CC=C1C2=O)=O